FC1=CC=C(C=C1)[N+](=O)[O-] 2-fluoro-5-nitro-benzol